1-tert-butyl (2-(2-((3-(9-(2,6-dioxopiperidin-3-yl)-9H-pyrido[2,3-b]indol-5-yl)prop-2-yn-1-yl)oxy)ethoxy)ethyl)carbamate O=C1NC(CCC1N1C2=C(C3=C(C=CC=C13)C#CCOCCOCCNC(OC(C)(C)C)=O)C=CC=N2)=O